(E)-2-hydroxy-4-methoxy-6-[2-(1-benzoylpiperidin-4-yl)vinyl]benzoic acid methyl ester COC(C1=C(C=C(C=C1\C=C\C1CCN(CC1)C(C1=CC=CC=C1)=O)OC)O)=O